5-ethyl-6-(1-methyl-1H-benzo[d]imidazol-4-yl)-3-((6'-methyl-2,3,5,6,6',7'-hexahydrospiro[pyran-4,5'-pyrrolo[3,4-b]pyridin]-2'-yl)amino)picolinonitrile C(C)C=1C=C(C(=NC1C1=CC=CC=2N(C=NC21)C)C#N)NC2=CC=C1C(=N2)CN(C12CCOCC2)C